O.O.P(=O)(O)(O)O Hydrogenphosphat Dihydrat